C(#N)C=1C=C(C=CC1OC)NC(=O)C1(CCC(CC1)N1C(NC2=CC=CC(=C2C1)C)=O)C (1s,4s)-N-(3-cyano-4-methoxyphenyl)-1-methyl-4-(5-methyl-2-oxo-1,2-dihydroquinazolin-3(4H)-yl)cyclohexanecarboxamide